C(C)(C)(C)C1=CC(=NO1)NC(NC1=CC=C2/C(/C(NC2=C1)=O)=C/C1=C(C(=C(N1)C)C(=O)N)C)=O (Z)-5-((6-(3-(5-(tert-butyl)isoxazol-3-yl)ureido)-2-oxindole-3-ylidene)methyl)-2,4-dimethyl-1H-pyrrole-3-carboxamide